6-(hydroxymethyl)-N-methyl-N-(p-methylphenyl)pyridineamide OCC1=CC=CC(=N1)C(=O)N(C1=CC=C(C=C1)C)C